COC1=C(C=CC=C1)CCN1C=NC2=CC=CC(=C2C1=O)NC(OC(C)(C)C)=O tert-butyl N-{3-[2-(2-methoxyphenyl)ethyl]-4-oxo-3,4-dihydroquinazolin-5-yl}carbamate